BrC1=CC=C(C2=C1N(C(=N2)N2C(=CC=C2C)C)C)F 7-bromo-2-(2,5-dimethylpyrrol-1-yl)-4-fluoro-1-methyl-benzimidazole